C(C)[C@]1(OCC=2C=NC(=CC21)C(=O)N[C@@H]2C(N(C=1N(CC2)N=C(C1C)C)C)=O)C (R)-1-Ethyl-1-methyl-N-((S)-2,3,4-trimethyl-5-oxo-5,6,7,8-tetrahydro-4H-pyrazolo[1,5-a][1,3]diazepin-6-yl)-1,3-dihydrofuro[3,4-c]pyridin-6-carboxamid